Cl.O1CC(CC1)NC(=N)N 1-(tetrahydrofuran-3-yl)guanidine hydrochloride